4-amino-1-[(2R,4R,5R)-5-[[(tert-butyldiphenylsilyl)oxy]methyl]-4-hydroxythiolan-2-yl]pyrimidin-2-one NC1=NC(N(C=C1)[C@@H]1S[C@@H]([C@@H](C1)O)CO[Si](C1=CC=CC=C1)(C1=CC=CC=C1)C(C)(C)C)=O